N-(2-methoxyethyl)-1,2,3,4-tetrahydroisoquinoline-8-amine hydrochloride Cl.COCCNC=1C=CC=C2CCNCC12